4-ethyl-3-(N-(2-(thiazol-5-yl)-5-(trifluoromethyl)phenyl)sulfamoyl)benzoic acid C(C)C1=C(C=C(C(=O)O)C=C1)S(NC1=C(C=CC(=C1)C(F)(F)F)C1=CN=CS1)(=O)=O